4-(3,5-bis(5-methanesulfonyl-2-1,3,4-oxadiazolyl)phenylamino)-4-oxobutanoic acid CS(=O)(=O)C1=NN=C(O1)C=1C=C(C=C(C1)C=1OC(=NN1)S(=O)(=O)C)NC(CCC(=O)O)=O